2-Amino-4-(3-((R)-7-amino-5-azaspiro[2.4]heptan-5-yl)-5-fluoro-7,9-dihydrofuro[3,4-f]quinazolin-6-yl)-7-fluorothieno[3,2-c]pyridine-3-carbonitrile NC1=C(C=2C(=NC=C(C2S1)F)C=1C2=C(C=3C=NC(=NC3C1F)N1CC3(CC3)[C@H](C1)N)COC2)C#N